(2S,4r)-N-[2-(4-bromophenyl)sulfonyl-2-methyl-propyl]-1-[(2S)-2-(4-cyclopropyltriazol-1-yl)-3,3-dimethyl-butyryl]-4-hydroxy-pyrrolidine-2-carboxamide BrC1=CC=C(C=C1)S(=O)(=O)C(CNC(=O)[C@H]1N(C[C@@H](C1)O)C([C@H](C(C)(C)C)N1N=NC(=C1)C1CC1)=O)(C)C